O.[Ca].[Fe](Cl)(Cl)Cl ferric chloride calcium hydrate